OC1=CC=C(C=C1)\C=C\C(=O)C1=C(C=C(C=C1)OCOC)OCOC 4-Hydroxy-2',4'-bis(methoxymethoxy)chalcone